NN1N=C(OC1=N)C([N+](=O)[O-])[N+](=O)[O-] (4-amino-5-imino-4,5-dihydro-1,3,4-oxadiazol-2-yl)dinitromethane